FC1(CN(CCC1)C=1C(N(N=C(C1)C1=NNC2=CC=C(C=C12)OC1(CC1)C)C)=O)F 4-(3,3-Difluoropiperidin-1-yl)-2-methyl-6-(5-(1-methylcyclopropoxy)-1H-indazol-3-yl)pyridazin-3(2H)-one